DISODIUM ACETYL-GLUCOSAMINE PHOSPHATE P(=O)([O-])([O-])O.C(C)(=O)C1(O)[C@H](N)[C@@H](O)[C@H](O)[C@H](O1)CO.[Na+].[Na+]